C1(=CC=C(C=C1)NS(=O)(=O)C1=CC(=CC=C1)C(CC#N)N1N=CC(=C1)C=1C2=C(N=CN1)NC=C2)C2=CC=CC=C2 N-biphenyl-4-yl-3-{2-cyano-1-[4-(7H-pyrrolo[2,3-d]pyrimidin-4-yl)-1H-pyrazol-1-yl]ethyl}-benzenesulfonamide